tert-butyl (S)-(1-(4-(6-(3,5-dimethylisoxazol-4-yl)-1-(1-(pyridin-2-yl)ethyl)-1H-pyrrolo[3,2-b]pyridine-3-yl)phenyl)-1-oxo-5,8,11,14,17,20,23-heptaoxa-2-azapentacosan-25-yl)carbamate CC1=NOC(=C1C=1C=C2C(=NC1)C(=CN2[C@@H](C)C2=NC=CC=C2)C2=CC=C(C=C2)C(NCCOCCOCCOCCOCCOCCOCCOCCNC(OC(C)(C)C)=O)=O)C